C(C)(C)(C)OC(=O)NCCBr 2-(t-butoxycarbonyl-amino)-bromoethane